3-((5-chloro-2-((2-(difluorometh-oxy)-4-(4-methylpiperazin-1-yl)phenyl)amino)pyrimidin-4-yl)amino)-N-methylthiophene-2-carboxamide ClC=1C(=NC(=NC1)NC1=C(C=C(C=C1)N1CCN(CC1)C)OC(F)F)NC1=C(SC=C1)C(=O)NC